ClC1=NC=C2NC(N(C2=N1)CC1=CC(=C(C(=C1)F)C=1N(C=C(N1)C(F)(F)F)C)F)=N 2-chloro-9-[[3,5-difluoro-4-[1-methyl-4-(trifluoromethyl)imidazol-2-yl]phenyl]methyl]-7H-purin-8-imine